C(CCC)[Sn](C=1SC=CC1)(CCCC)CCCC 2-(tributylstannyl)thiophene